OC[C@H](C1=CC=CC=C1)NC1=CC(=NC=C1C=1OC(=NN1)C=1C=NC=CC1)NC1=CC=C2C(NN(C2=C1)C)=O (S)-6-((4-((2-hydroxy-1-phenylethyl)amino)-5-(5-(pyridin-3-yl)-1,3,4-oxadiazol-2-yl)pyridin-2-yl)amino)-1-methyl-1,2-dihydro-3H-indazol-3-one